COCOC1=C(C=CC(=C1)C=1C=C(C=2N(C1)C=C(N2)C)C(F)(F)F)C2=CC=C(N=N2)C2CN(C2)C(=O)OC(C)(C)C tert-butyl 3-(6-(2-(methoxymethoxy)-4-(2-methyl-8-(trifluoromethyl)imidazo[1,2-a]pyridin-6-yl)phenyl)pyridazin-3-yl)azetidine-1-carboxylate